3-isopropyl-2-(2-methylpyridin-4-yl)-5-(piperidin-4-yl)-1H-indole C(C)(C)C1=C(NC2=CC=C(C=C12)C1CCNCC1)C1=CC(=NC=C1)C